CC1OC(CNC1)CNS(=O)(=O)C N-[(6-methylmorpholin-2-yl)methyl]methanesulfonamide